N1(CCC1)C(=O)[C@H]1CN(C(O1)=O)CC1=NC(=CN=C1)C1=CC(=C(C=C1)F)OC(F)F |r| (R/S)-5-(Azetidine-1-carbonyl)-3-[[6-[3-(difluoromethoxy)-4-fluoro-phenyl]pyrazin-2-yl]methyl]oxazolidin-2-one